C(CC)N(C1=NC(=NC(=N1)S)S)CCC 2-dipropylamino-4,6-dimercapto-s-triazine